2-(2,6-diethylphenyl)-3-(1H-indol-5-yl)-4,5,6,7-tetrahydro-2H-pyrazolo[4,3-c]Pyridine hydrochloride Cl.C(C)C1=C(C(=CC=C1)CC)N1N=C2C(CNCC2)=C1C=1C=C2C=CNC2=CC1